ethyl-3-methyl-5-(N-(4-bromobenzyl)-N-phenethylsulfamoyl)benzofuran C(C)C=1OC2=C(C1C)C=C(C=C2)S(N(CCC2=CC=CC=C2)CC2=CC=C(C=C2)Br)(=O)=O